CN([C@@H]1CN(CCC1)C1=CC=C(C=C1)C=1OC2=C(C=C(C=C2C(C1C)=O)C)[C@@H](C)NC1=C(C(=O)O)C=CC=C1)C 2-[[(1R)-1-[2-[4-[(3S)-3-(dimethylamino)-1-piperidyl]phenyl]-3,6-dimethyl-4-oxo-chromen-8-yl]ethyl]amino]benzoic acid